NC1=C(C(=O)OC)C=C(C=C1)C1=CC2=C(N(C[C@H](N(S2(=O)=O)C)C2CCCCC2)C2=CC=CC=C2)C=C1Cl methyl (R)-2-amino-5-(7-chloro-3-cyclohexyl-2-methyl-1,1-dioxido-5-phenyl-2,3,4,5-tetrahydrobenzo[f][1,2,5]thiadiazepin-8-yl)benzoate